2-((4-ethynyl-2-fluorophenyl)amino)thieno[2,3-b]pyridine-3-carboxylic acid C(#C)C1=CC(=C(C=C1)NC1=C(C=2C(=NC=CC2)S1)C(=O)O)F